ClC(CC1=CC(=CC=C1)C(F)(F)F)N(CC1=CC=CC=C1)C chloro-N-methyl-N-(phenylmethyl)-3-(trifluoromethyl)phenethylamine